(S)-11-(4-chlorothien-2-yl)-8-((3S,5r)-3,5-dimethylpiperazin-1-yl)-3-(pyridin-3-yl)-10-(trifluoromethyl)-3,4-dihydro-2h,6h-[1,4]thiazepino[2,3,4-ij]quinazolin-6-one ClC=1C=C(SC1)C1=C(C=C2C(=NC(N3C2=C1SC[C@H](C3)C=3C=NC=CC3)=O)N3C[C@@H](N[C@@H](C3)C)C)C(F)(F)F